CC=1OC=C(N1)COC=1C=NC=CC1SC=1N=C2C(=NC1)NC(=N2)N2CCC1(CC2)[C@@H](C2=CC=CC=C2C1)N (S)-1'-(5-((3-((2-methyloxazol-4-yl)methoxy)pyridin-4-yl)thio)-1H-imidazo[4,5-b]pyrazin-2-yl)-1,3-dihydrospiro[indene-2,4'-piperidin]-1-amine